N1C=NC2=C1C=C(C=C2)NC(C[C@H]2C[C@H](N(C2)C=2C1=C(N=C(N2)C)C2=C(O1)C=CC=C2)C(=O)O)=O (2S,4R)-4-(2-((1H-benzo[d]imidazol-6-yl)amino)-2-oxoethyl)-1-(2-methylbenzofuro[3,2-d]pyrimidin-4-yl)pyrrolidine-2-carboxylic acid